ClC1=C(C(=O)N2CC3=CC=CC(=C3C(N2)=O)C2=CC(=C(C(=O)O)C=C2)N2CCOCC2)C(=CC(=C1)C=1C=NN(C1)C)Cl 4-[2-[2,6-Dichloro-4-(1-methylpyrazol-4-yl)benzoyl]-4-oxo-1,3-dihydrophthalazin-5-yl]-2-morpholin-4-ylbenzoic acid